((S)-2-((S)-2,2-dimethylcyclopropane-1-carbonyl)-8-(hydroxymethyl)-2,6-diazaspiro[3.4]octan-6-yl)(1-(4-fluorobenzyl)-1H-pyrazol-4-yl)methanone CC1([C@H](C1)C(=O)N1CC2(C1)CN(C[C@H]2CO)C(=O)C=2C=NN(C2)CC2=CC=C(C=C2)F)C